4-TMSporphyrin (2E)-2,3-dibromobut-2-ene-1,4-diyl-diacetate Br\C(\CCC(=O)O)=C(/CCC(=O)O)\Br.[Si](C)(C)(C)C12CC=C(N1)C=C1C=CC(C=C3C=CC(=CC=4C=CC(=C2)N4)N3)=N1